C(C)(CC)S(=NC(C1=CN=C(C=C1)N1N=C(N=C1[C@H](C)NC(C1=CC(=CC(=C1)C(F)(F)F)Cl)=O)C)=O)(=O)CC N-(sec-butyl(ethyl)(oxo)-λ6-sulfanylidene)-6-(5-((S)-1-(3-chloro-5-(trifluoromethyl)benzamido)ethyl)-3-methyl-1H-1,2,4-triazol-1-yl)nicotinamide